BrC=1C(=CC(=C(C1)B(O)O)C=1OC(=CN1)C)OC [5-bromo-4-methoxy-2-(5-methyloxazol-2-yl)phenyl]boronic acid